2-(Hydroxymethyl)benzenesulfonic acid OCC1=C(C=CC=C1)S(=O)(=O)O